C1(CC1)C(=O)NC1=CC(=C(N=N1)C(NC([2H])([2H])[2H])=O)NC=1C(=C(C=CC1)C=1SC2=C(N1)CN(C2)C(=O)[O-])OC 2-[3-[[6-(Cyclopropanecarboxamido)-3-(trideuteromethylcarbamoyl)pyridazin-4-yl]amino]-2-methoxy-phenyl]-4,6-Dihydropyrrolo[3,4-d]thiazole-5-carboxylate